magnesium benzyl fluoromalonate FC(C(=O)OCC1=CC=CC=C1)C(=O)[O-].[Mg+2].C(C1=CC=CC=C1)OC(C(C(=O)[O-])F)=O